COC1=C(CN(S(=O)(=O)C=2C=C(C=NC2)NC(=O)C=2C(=NC3=CC=CC=C3C2)N2CCC(CCC2)(F)F)CC2=C(C=C(C=C2)OC)OC)C=CC(=C1)OC N-(5-(N,N-bis(2,4-dimethoxybenzyl)sulfamoyl)pyridin-3-yl)-2-(4,4-difluoroazepan-1-yl)quinoline-3-carboxamide